3-phenylquinazolin-4(3H)-one hydrochloride Cl.C1(=CC=CC=C1)N1C=NC2=CC=CC=C2C1=O